OCCN(C1=CC(=C(C=C1)N=O)SC)CCO N,N-bis-(2-hydroxyethyl)-3-methylthio-4-nitrosoaniline